tetrahydroindenyl-silane C1(CCC2CC=CC=C12)[SiH3]